((2,5-difluorophenyl)sulfonyl)-3-morpholino-1-oxa-8-azaspiro[4.5]decane FC1=C(C=C(C=C1)F)S(=O)(=O)C1OC2(CC1N1CCOCC1)CCNCC2